Cl.Cl.N[C@@H](CC#N)CC1=C(C2=NC(=CC(=C2S1)NCC=1OC=CC1)Cl)C (3s)-3-amino-4-(5-chloro-7-{[(furan-2-yl)methyl]amino}-3-methylthieno[3,2-b]pyridin-2-yl)butanenitrile dihydrochloride